7-fluoro-1-isopropyl-8-(6-((R)-1-(2-((S)-3-methoxypyrrolidin-1-yl)ethoxy)ethyl)pyridin-3-yl)-3-methyl-1H-imidazo[4,5-c]cinnolin-2(3H)-one FC=1C(=CC=2C3=C(N=NC2C1)N(C(N3C(C)C)=O)C)C=3C=NC(=CC3)[C@@H](C)OCCN3C[C@H](CC3)OC